3-methoxybenzene-1,2-dicarboxylic acid 1,2-dimethyl ester COC(=O)C=1C(=C(C=CC1)OC)C(=O)OC